7-chloro-N-(6-(difluoromethyl)pyridin-2-yl)-6-isopropoxy-2-(tetrahydro-2H-pyran-4-yl)-2H-indazole-5-carboxamide trifluoroacetate salt FC(C(=O)O)(F)F.ClC1=C(C(=CC2=CN(N=C12)C1CCOCC1)C(=O)NC1=NC(=CC=C1)C(F)F)OC(C)C